N[C@H](C(=O)O)CCCCCC(=O)O l-α-aminosuberic acid